7-(benzyloxy)-2,3-dihydrobenzofuran-5-formaldehyde C(C1=CC=CC=C1)OC1=CC(=CC=2CCOC21)C=O